tert-butyl 2-[1-[(1-ethylpyrazol-4-yl) methyl]-7-methoxy-5-methoxycarbonyl-benzimidazol-2-yl]-1,9-diazatricyclo[6.3.1.04,12]dodeca-2,4(12),5,7-tetraene-9-carboxylate C(C)N1N=CC(=C1)CN1C(=NC2=C1C(=CC(=C2)C(=O)OC)OC)C=2N1CCN(C3=CC=CC(C2)=C13)C(=O)OC(C)(C)C